3-(N-(4-chlorophenyl)sulfamoyl)-N-(6-methoxypyridin-3-yl)benzamide ClC1=CC=C(C=C1)NS(=O)(=O)C=1C=C(C(=O)NC=2C=NC(=CC2)OC)C=CC1